C(C=C)(=O)N1C[C@@](CC1)(C1=C(C(=CC=C1F)Cl)Cl)NC=1C=C2C(N(C=NC2=C(C1)F)C1CC1)=O (R)-6-((1-Acryloyl-3-(2,3-dichloro-6-fluorophenyl)pyrrolidin-3-yl)amino)-3-cyclopropyl-8-fluoroquinazolin-4(3H)-one